ethyl (2-amino-4-(5-fluoroisoindolin-2-yl)phenyl)carbamate NC1=C(C=CC(=C1)N1CC2=CC=C(C=C2C1)F)NC(OCC)=O